4-chloro-2-(phenylethynyl)pyridin-3-amine ClC1=C(C(=NC=C1)C#CC1=CC=CC=C1)N